6-methoxy-1-methyl-1,2,3,4-tetrahydroisoquinoline COC=1C=C2CCNC(C2=CC1)C